(1-(2,6-dioxo-1,2,3,6-tetrahydropyrimidin-4-yl)-3-methyl-1H-pyrazol-5-yl)benzamide O=C1NC(C=C(N1)N1N=C(C=C1C1=C(C(=O)N)C=CC=C1)C)=O